N-[2-(4-methoxy-1-methyl-2-oxo-1,2-dihydropyridin-3-yl)-3-{[(CIS)-4-phenylcyclohexyl]oxy}propyl]methanesulfonamide Methyl-3-(methylamino)-4-(6-azaspiro[2.5]octan-5-yl)benzoate COC(C1=CC(=C(C=C1)C1CC2(CC2)CCN1)NC)=O.COC1=C(C(N(C=C1)C)=O)C(CNS(=O)(=O)C)CO[C@@H]1CC[C@@H](CC1)C1=CC=CC=C1